(3S)-4-{4-[3-(3-methylpiperidin-1-yl)propoxy]phenyl}pyridine 1-oxide C[C@@H]1CN(CCC1)CCCOC1=CC=C(C=C1)C1=CC=[N+](C=C1)[O-]